N-(2-(4-(4-acetylpiperazine-1-yl)piperidine-1-yl)-5-((6-((S)-3-(2,6-difluorophenyl)isoxazolidine-2-yl)pyrimidine-4-yl)amino)-4-methoxyphenyl)acrylamide sodium divalproate C(C(CCC)CCC)(=O)[O-].C(C(CCC)CCC)(=O)[O-].[Na+].C(C)(=O)N1CCN(CC1)C1CCN(CC1)C1=C(C=C(C(=C1)OC)NC1=NC=NC(=C1)N1OCC[C@H]1C1=C(C=CC=C1F)F)NC(C=C)=O.[Na+]